tert-butyl (S)-2-((((9H-fluoren-9-yl)methoxy)carbonyl)amino)-3-(4-cyanopyridin-3-yl)propanoate C1=CC=CC=2C3=CC=CC=C3C(C12)COC(=O)N[C@H](C(=O)OC(C)(C)C)CC=1C=NC=CC1C#N